CC1=CC=C(C=C1)C1=NC(=NO1)C1=CC=C(N)C=C1 4-[5-(4-methylphenyl)-1,2,4-oxadiazol-3-yl]aniline